(1RS,2SR)-2-((2-Fluoro-6-methylpyridin-3-yl)sulfonyl)cyclopentane-1-carboxylic acid FC1=NC(=CC=C1S(=O)(=O)[C@@H]1[C@H](CCC1)C(=O)O)C |r|